Pyridine-3-d N1=CC(=CC=C1)[2H]